decandicarboxylate C(CCCCCCCCC)(C(=O)[O-])C(=O)[O-]